C(=O)(O)C=1C=C(C=CC1)N1C(C=2C(C1=O)=CC(=CC2)C#CC2=CC=CC=C2)=O N-(3-carboxyphenyl)-4-phenylethynyl-phthalic acid imide